2-chloro-6-(2,6-dichloro-3,5-dimethoxyphenyl)-7-methoxyquinazoline ClC1=NC2=CC(=C(C=C2C=N1)C1=C(C(=CC(=C1Cl)OC)OC)Cl)OC